(((benzyloxy)carbonyl)amino)-3-(((methylsulfonyl)oxy)methyl)azetidine-1-carboxylic acid tert-butyl ester C(C)(C)(C)OC(=O)N1C(C(C1)COS(=O)(=O)C)NC(=O)OCC1=CC=CC=C1